2-chloro-5-(1,5-dimethyl-1H-pyrazol-4-yl)-4-((3-fluoro-4-iodopyridin-2-yl)oxy)pyrimidine ClC1=NC=C(C(=N1)OC1=NC=CC(=C1F)I)C=1C=NN(C1C)C